O(C1=CC=CC=C1)C1=CC=C(C=C1)C1=CC2=C(C(=N1)N1C[C@H](CCC1)NC(C#CC)=O)N=CN2 (S)-6-(4-Phenoxyphenyl)-4-(3-but-2-ynamidopiperidin-1-yl)-imidazo[4,5-c]pyridine